P(=O)(OC1=C(C(=CC=C1)O)O)(OC1=CC=CC=C1)OC1=CC=CC=C1 dihydroxyphenyl (diphenyl) phosphate